CCCCCCC(CC)C=O Non-7-yl-methanone